O[C@H](CN1C[C@H]([C@@H](C1)C)COC1=CC=C(C=C1)S(=O)(=O)C)C=1C=C(C#N)C=CC1 3-[(1S)-1-hydroxy-2-[(3S,4S)-3-[(4-methylsulfonylphenoxy)methyl]-4-methylpyrrolidin-1-yl]ethyl]benzonitrile